(S)-methyl (4-(4-((2-amino-4-methylpentyl)oxy)-3-fluorophenyl)pyridin-2-yl)carbamate N[C@H](COC1=C(C=C(C=C1)C1=CC(=NC=C1)NC(OC)=O)F)CC(C)C